ClC1=CC=C2C(=N1)N=C(O2)N2CCN(CC2)C(=O)C2=CC(=C(C=C2)C=2N=NN(C2)CC(C)(C)C)OC (4-(5-chlorooxazolo[4,5-b]pyridin-2-yl)piperazin-1-yl)(3-methoxy-4-(1-neopentyl-1H-1,2,3-triazol-4-yl)phenyl)methanone